O1C=NC(=C1)CC=O oxazole-4-acetaldehyde